2-methylbenzene-1,4-diylbis{4-[4-(acryloyloxy) butoxy]-2-methylbenzoate} CC1=C(C=CC(=C1)C=1C(=C(C(=O)[O-])C=CC1OCCCCOC(C=C)=O)C)C=1C(=C(C(=O)[O-])C=CC1OCCCCOC(C=C)=O)C